CC1(CC2=CC=C(C=C2C1)NC1=CC=C(CNC(OC(C)(C)C)=O)C=C1)C tert-butyl (4-((2,2-dimethyl-2,3-dihydro-1H-inden-5-yl)amino)benzyl)carbamate